P(=O)(OC[N+]1=C(C(=CC=C1)C1=CC(=NO1)CC1=CC=C(C=C1)CC1=NN(C=C1)C)N)(O)[O-] (2-amino-3-(3-(4-((1-methyl-1H-pyrazol-3-yl)methyl)benzyl)isoxazol-5-yl)pyridin-1-ium-1-yl)methyl hydrogen phosphate